1,1,3,3-tetrakis(methoxy)propane COC(CC(OC)OC)OC